2-((4-(5-fluoro-4-hydroxypyrimidin-2-yl)cyclohex-3-en-1-yl)methyl)-3-(2-methoxyethyl)-3H-Imidazo[4,5-b]pyridine-5-carboxylic acid methyl ester COC(=O)C1=CC=C2C(=N1)N(C(=N2)CC2CC=C(CC2)C2=NC=C(C(=N2)O)F)CCOC